4-(2-chloro-9-ethyl-8-(1-methyl-1H-pyrazol-5-yl)-9H-purin-6-yl)-3-methylmorpholine ClC1=NC(=C2N=C(N(C2=N1)CC)C1=CC=NN1C)N1C(COCC1)C